tert-butyl (((1s,4s)-4-(((3-(2,6-bis(benzyloxy)pyridin-3-yl)-1-methyl-1H-indazol-6-yl)amino)methyl)cyclohexyl)methyl)carbamate C(C1=CC=CC=C1)OC1=NC(=CC=C1C1=NN(C2=CC(=CC=C12)NCC1CCC(CC1)CNC(OC(C)(C)C)=O)C)OCC1=CC=CC=C1